2-(3-chloro-1-((2-(trimethylsilyl)ethoxy)methyl)-1H-pyrazol-4-yl)acetonitrile ClC1=NN(C=C1CC#N)COCC[Si](C)(C)C